COC1=NC(=CC2=C1C(N(N=C2)C)=O)N2CCC(CC2)CNC(OC(C)(C)C)=O tert-butyl ((1-(5-methoxy-3-methyl 4-oxo-3,4-dihydropyrido[3,4-d]pyridazin-7-yl)piperidin-4-yl)methyl)carbamate